O1CCC(CC1)C1=CC(=NO1)C(=O)O 5-(tetrahydro-2H-pyran-4-yl)isoxazole-3-carboxylic acid